C1(=CC=CC=C1)CC(=O)OC\C=C(\CCC=C(C)C)/C Benzeneacetic acid, (2E)-3,7-dimethyl-2,6-octadien-1-yl ester